(5-bromo-3-((2,6-dimethoxyphenyl)amino)pyridin-2-yl)-6-ethoxypyridinecarboxamide BrC=1C=C(C(=NC1)C=1C(=NC(=CC1)OCC)C(=O)N)NC1=C(C=CC=C1OC)OC